Cl.NCCCN(C(C1=CC=C(C=C1)NC=1C=2N(C=CN1)C(=CN2)C2=CC=C(C=C2)OC)=O)C N-(3-aminopropyl)-4-((3-(4-methoxy-phenyl)imidazo[1,2-a]pyrazin-8-yl)amino)-N-methylbenzamide hydrochloride